6-bromo-3-(N-methyl-2,2-diphenyl-acetamido)picolinic acid methylEster COC(C1=NC(=CC=C1N(C(C(C1=CC=CC=C1)C1=CC=CC=C1)=O)C)Br)=O